6-chloro-7-(cyanomethoxy)-1H-indole-3-sulfonyl chloride ClC1=CC=C2C(=CNC2=C1OCC#N)S(=O)(=O)Cl